ClC=1C(=CC(=NC1C1=NC2=C(N1C)C=CC(=C2)C(F)(F)F)C(=NOCC)N)C 5-chloro-N'-ethoxy-4-methyl-6-[1-methyl-5-(trifluoromethyl)benzimidazol-2-yl]pyridine-2-carboxamidine